C(C)C1(CC(CC(C1)(C)C)C1=C(C(=C(C(=O)N)C=C1)O)NC=O)C (3-Ethyl-3,5,5-trimethylcyclohexyl)-3-formamido-2-hydroxybenzamide